(bromomethyl)-3-fluoropyridin BrCC1=NC=CC=C1F